tert-butyl N-[(3S,5S)-1-[7-chloro-8-fluoro-4-(1-piperidyl)pyrido[4,3-d]pyrimidin-2-yl]-5-methyl-pyrrolidin-3-yl]carbamate ClC1=C(C=2N=C(N=C(C2C=N1)N1CCCCC1)N1C[C@H](C[C@@H]1C)NC(OC(C)(C)C)=O)F